C(C)(C)(C)OC(=O)C1=C(C=NN1C)C1=NC=C(C(=N1)C)Br 4-(5-bromo-4-methylpyrimidin-2-yl)-1-methyl-1H-pyrazole-5-carboxylic acid tert-butyl ester